3-(6-amino-9H-purin-9-yl)tetradecan-1-ol NC1=C2N=CN(C2=NC=N1)C(CCO)CCCCCCCCCCC